(5-(benzofuran-5-ylsulfonyl)-3,4,5,6-tetrahydropyrrolo[3,4-c]pyrrol-2(1H)-yl)(1-(methoxymethyl)cyclopropyl)methanone O1C=CC2=C1C=CC(=C2)S(=O)(=O)N2CC1=C(C2)CN(C1)C(=O)C1(CC1)COC